Rac-5-(4-((1,4-dioxan-2-yl)methoxy)phenyl)-2-oxo-6-(trifluoromethyl)-1,2-dihydropyridine-3-carboxamide O1[C@H](COCC1)COC1=CC=C(C=C1)C=1C=C(C(NC1C(F)(F)F)=O)C(=O)N |r|